S1C=NC2=C1C=C(C=C2)O 6-benzothiazolinol